NC1=C(C=C(C=N1)C=1C=C(C=CC1)C(=O)N1[C@@H](CCC1)CN1CCCC1)OC(C)C1=C(C(=CC=C1F)F)Cl (3-{6-amino-5-[1-(2-chloro-3,6-difluoro-phenyl)-ethoxy]-pyridin-3-yl}-phenyl)-((S)-2-pyrrolidin-1-ylmethyl-pyrrolidin-1-yl)-methanone